C(CNC(=S)[S-])NC(=S)[S-].[Na+].[Na+] disodium 1,2-ethanediylbis(carbamodithioate)